2-(6-(4-((2-(2,6-dioxopiperidin-3-yl)-7-fluoro-1-oxoisoindolin-5-yl)methyl)piperazine-1-yl)-1-oxoisoindoline-2-yl)-2-(5-fluoro-2-hydroxyphenyl)-N-(thiazol-2-yl)acetamide O=C1NC(CCC1N1C(C2=C(C=C(C=C2C1)CN1CCN(CC1)C1=CC=C2CN(C(C2=C1)=O)C(C(=O)NC=1SC=CN1)C1=C(C=CC(=C1)F)O)F)=O)=O